methyl 5-{[3-nitro-6-(pyrazol-1-yl)pyridin-2-yl]amino}-2,3-dihydro-1H-indene-1-carboxylate [N+](=O)([O-])C=1C(=NC(=CC1)N1N=CC=C1)NC=1C=C2CCC(C2=CC1)C(=O)OC